disodium N-octadecylsulfosuccinate CCCCCCCCCCCCCCCCCCOC(=O)CC(C(=O)[O-])S(=O)(=O)[O-].[Na+].[Na+]